ClC1=NOC(=C1)C(=O)N[C@@H]1C[C@@H](CCC1)N1C(=NC2=C1C=CC(=C2)C(NC)=O)C2=NC=CC=C2 Cis-3-chloro-N-(3-(5-(methylcarbamoyl)-2-(pyridin-2-yl)-1H-benzo[d]imidazol-1-yl)cyclohexyl)isoxazole-5-carboxamide